C(CCC)SCC[C@H](N)C(=O)O S-Butyl-L-homocysteine